[Si].[Y].[Al].[Cr].[Ni] nickel-chromium aluminum-yttrium-silicon